trans-1,4-hexanediol C(CCC(CC)O)O